2-(3,5-Di-Tert-Butyl-4-Hydroxy-Benzylidene)-Indan-1,3-Dione C(C)(C)(C)C=1C=C(C=C2C(C3=CC=CC=C3C2=O)=O)C=C(C1O)C(C)(C)C